CC=1N=C2N(N=C(C=C2C)C=2C(=NC(=CN2)CCCOC)N2CCC(CC2)C(=O)O)C1 1-(3-(2,8-dimethylimidazo[1,2-b]pyridazin-6-yl)-6-(3-methoxypropyl)pyrazin-2-yl)piperidine-4-carboxylic acid